CC1=C2C(=CC=3C=4C=CC(=CC4N(C13)C)O)C=NC=C2 5,6-dimethyl-6H-pyrido[4,3-b]carbazol-8-ol